CC=1C(=CC2=C(N(C(N2)=O)C2CCC(CC2)NCCC(F)(F)F)C1)C=1C=C(C=2N(C1)N=CN2)C 6-methyl-5-(8-methyl-[1,2,4]triazolo[1,5-a]pyridin-6-yl)-1-((1S,4S)-4-((3,3,3-trifluoropropyl)amino)cyclohexyl)-1,3-dihydro-2H-benzo[d]imidazol-2-one